VANILLYLAMINE C(C1=CC(OC)=C(O)C=C1)N